C(C)(C)(C)C1CCC(CC1)OC1=C(OC2(CC2)C(=O)NS(=O)(=O)C2=NC(=CC=C2)N2C[C@H](CC2)O)C=C(C=C1)Cl (S)-1-(2-((4-(tert-Butyl)cyclohexyl)oxy)-5-chlorophenoxy)-N-((6-(3-hydroxypyrrolidin-1-yl)pyridin-2-yl)sulfonyl)cyclopropancarboxamid